BrC1=CC=CC=2SC=C(C21)C(=O)N[C@@H]2CCO[C@]21O[C@@H]([C@@H]([C@@H]([C@H]1O)N1N=NC(=C1)C1=CC(=C(C(=C1)F)F)F)O)CO 4-Bromo-N-((4R,5S,7R,8R,9S,10R)-8,10-dihydroxy-7-(hydroxymethyl)-9-(4-(3,4,5-Trifluorophenyl)-1H-1,2,3-triazol-1-yl)-1,6-dioxaspiro[4.5]decan-4-yl)benzo[b]thiophene-3-carboxamide